BrC=1C=NC=C(C1OC(F)(F)F)F 3-bromo-5-fluoro-4-(trifluoromethoxy)pyridine